BrC=1C=C2CC(CC2=CC1OCC(OC)OC)C(=O)OC methyl 5-bromo-6-(2,2-dimethoxyethoxy)-2,3-dihydro-1H-indene-2-carboxylate